(S)-1-glycylpyrrolidine-2-carbonitrile NCC(=O)N1[C@@H](CCC1)C#N